6-(4-(5-hydroxy-3-(thien-2-yl)-1H-pyrazol-1-yl)phenyl)-4,5-dihydropyridazin-3(2H)-one OC1=CC(=NN1C1=CC=C(C=C1)C=1CCC(NN1)=O)C=1SC=CC1